tert-butyl (S)-(1-(3-(1H-indazole-1-carboxamido)-5-(4-methyl-1H-imidazol-1-yl)benzyl)piperidin-3-yl)carbamate N1(N=CC2=CC=CC=C12)C(=O)NC=1C=C(CN2C[C@H](CCC2)NC(OC(C)(C)C)=O)C=C(C1)N1C=NC(=C1)C